NC=1C=NC2=CC=C(C=C2C1NCCCCOC1=NC=C(C=C1[C@@H]1N(C[C@H](C1)F)C(=O)OC(C)(C)C)F)Br tert-butyl (2R,4S)-2-(2-(4-(3-amino-6-bromoquinolin-4-ylamino) butoxy)-5-fluoropyridin-3-yl)-4-fluoropyrrolidine-1-carboxylate